2,4-bis(trichloromethyl)-6-[2-(3,5-dipropoxyphenyl)vinyl]sym-triazine sec-Butyl-3-(4-methoxyphenethyl)-2H-azirine-2-carboxylate C(C)(CC)OC(=O)C1N=C1CCC1=CC=C(C=C1)OC.ClC(C1=NC(=NC(=N1)C(Cl)(Cl)Cl)C=CC1=CC(=CC(=C1)OCCC)OCCC)(Cl)Cl